1-ethyl-1-ethynyl-1-silacyclohexane C(C)[Si]1(CCCCC1)C#C